C(C)OC(CN1C=C(C=CC1=O)NC(=O)[C@@H]1CN(CCC1)C=1C=C(C=NC1)C#CCOC1CCN(CC1)C(=O)OC(C)(C)C)=O tert-butyl 4-[3-[5-[(3S)-3-[[1-(2-ethoxy-2-oxo-ethyl)-6-oxo-3-pyridyl]carbamoyl]-1-piperidyl]-3-pyridyl]prop-2-ynoxy]piperidine-1-carboxylate